CC1=C(OC2=CC=C(C=N2)N2C(NC=3C2=NC=CC3)=O)C=CC=C1C 3-(6-(2,3-dimethylphenoxy)pyridin-3-yl)-1,3-dihydro-2H-imidazo[4,5-b]pyridin-2-one